COC(=O)C1=CC(=NC=N1)C(=O)O 6-methoxycarbonylpyrimidine-4-carboxylic acid